ethylene bis(oxyethylene) bis-[3-(5-t-butyl-4-hydroxy-m-tolyl) propionate] C(C)(C)(C)C=1C(=C(C=C(C1)C)CCC(=O)O)O.C(C)(C)(C)C=1C(=C(C=C(C1)C)CCC(=O)O)O.C(COC=C)OC=C